ClC1=CC(=C(N=N1)OC1COCC1)N 6-chloro-3-(oxolan-3-yloxy)pyridazin-4-amine